CC1=NCCC(N1)C(=O)O 2-methyl-4-carboxy-3,4,5,6-tetrahydropyrimidine